C(C)(C)NC(O[C@H]1C[C@H](CC1)C1=CC(=NN1)NC(CCC1=C(C(=CC=C1)O)C=O)=O)=O (1R,3S)-3-(3-(3-(2-formyl-3-hydroxyphenyl)propanamido)-1H-pyrazol-5-yl)cyclopentyl isopropylcarbamate